CC1=C(C2=C(N=CN=C2NC2(CC2)C)O1)C(=O)N1CC=2N=CN=C(C2CC1)C(=C)C 6-methyl-N-(1-methylcyclopropyl)-5-[4-(prop-1-en-2-yl)-5h,6h,7h,8h-pyrido[3,4-d]pyrimidine-7-carbonyl]furo[2,3-d]pyrimidin-4-amine